2-[({3-amino-5H-pyrrolo[2,3-b]pyrazin-2-yl}formamido)methyl]-1,3-diethyl-6-{1-[[2S,3R,4R,5R]-2,3,4,5,6-pentahydroxyhexyl]piperidin-4-yl}-1H-1,3-benzodiazol-3-ium NC1=C(N=C2C(=N1)NC=C2)C(=O)NCC2=[N+](C1=C(N2CC)C=C(C=C1)C1CCN(CC1)C[C@@H]([C@H]([C@@H]([C@@H](CO)O)O)O)O)CC